1-(spiro[3.3]heptan-2-yl)ethyl ((2-(2,6-dioxopiperidin-3-yl)-3-oxoisoindolin-5-yl)methyl)carbamate O=C1NC(CCC1N1CC2=CC=C(C=C2C1=O)CNC(OC(C)C1CC2(C1)CCC2)=O)=O